N-(6-(5,5-difluoro-2-azaspiro[3.3]heptan-2-yl)-2,2-dimethyl-2,3-dihydrobenzofuran-5-yl)pyrazolo[1,5-a]pyrimidine-3-carboxamide FC1(C2(CN(C2)C2=CC3=C(CC(O3)(C)C)C=C2NC(=O)C=2C=NN3C2N=CC=C3)CC1)F